3-(6-((4-(4-amino-3-(4-phenoxyphenyl)-1H-pyrazolo[3,4-d]pyrimidin-1-yl)piperidin-1-yl)methyl)-5-fluoropyridin-3-yl)piperidine-2,6-dione NC1=C2C(=NC=N1)N(N=C2C2=CC=C(C=C2)OC2=CC=CC=C2)C2CCN(CC2)CC2=C(C=C(C=N2)C2C(NC(CC2)=O)=O)F